ClC1=C(C(=O)OC)C(=CC=C1)OC=1C=NC=C(C1I)C(C)C methyl 2-chloro-6-((4-iodo-5-isopropylpyridin-3-yl)oxy)benzoate